CC1=C(C=C(C(=O)NC2=CC=C(C=C2)N2CCN(CC2)C=2OC(OC2C)=O)C=C1)NC1=NC=CC(=N1)C=1C=NC=CC1 4-Methyl-N-{4-[4-(5-methyl-2-oxo-[1,3]dioxol-4-yl)-piperazin-1-yl]-phenyl}-3-(4-pyridin-3-yl-pyrimidin-2-ylamino)-benzamide